[Pb].[N+](=O)([O-])C=1C(=C(C(=C(O)C1)[N+](=O)[O-])O)[N+](=O)[O-] trinitroresorcin lead